4-benzoylbenzyl-dimethylammonium ethyl-acrylate chloride [Cl-].C(C)OC(C=C)=O.C(C1=CC=CC=C1)(=O)C1=CC=C(C[NH+](C)C)C=C1